pentatriacontyl laurate C(CCCCCCCCCCC)(=O)OCCCCCCCCCCCCCCCCCCCCCCCCCCCCCCCCCCC